Pentafluorophenyl-triethoxysilane FC(C(F)(F)F)(O[Si](OCC)(OCC)C1=CC=CC=C1)F